(4-Phenylpiperazin-1-yl)(5-(2,4,5-trifluoro-3-hydroxyphenyl)-1,2,4-oxadiazol-3-yl)methanone C1(=CC=CC=C1)N1CCN(CC1)C(=O)C1=NOC(=N1)C1=C(C(=C(C(=C1)F)F)O)F